methyl-2-{6-methyl-4-[(1-methylcyclopropyl)amino]furo[2,3-d]pyrimidine-5-carbonyl}-1,2,3,4-tetrahydroisoquinolin-7-ol CC1N(CCC2=CC=C(C=C12)O)C(=O)C1=C(OC=2N=CN=C(C21)NC2(CC2)C)C